CC(CC(=O)O)(CCC)O 3-methyl-3-hydroxy-hexanoic acid